COC1=CC=C(C=C1)C1=C(C(=CC=C1)/C=C/C=1C=C(CNC(C(=O)O)(CO)C)C=CC1C(F)(F)F)C (E)-2-(3-(2-(4'-methoxy-2-methylbiphenyl-3-yl)vinyl)-4-(trifluoromethyl)benzylamino)-3-hydroxy-2-methylpropanoic acid